NC1=NC=CC(=C1)C=1OC=C(N1)C(=O)NC=1C(=CC2=C(CC(O2)(C)C)C1)C1=COC=C1 2-(2-Aminopyridin-4-yl)-N-(6-(furan-3-yl)-2,2-dimethyl-2,3-dihydrobenzofuran-5-yl)oxazole-4-carboxamide